C(C)(C)(C)NS(=O)(=O)C1=CC(=CC=C1)NC1=CC(=NC=C1C)NC=1C=NC(=CC1)OC1=CC=C(C=C1)Cl N-(tert-butyl)-3-((2-((6-(4-chlorophenoxy)pyridin-3-yl)amino)-5-methylpyridin-4-yl)amino)benzenesulfonamide